4-(6-amino-4-methylpyridazin-3-yl)-3-methyl-1,2,3,6-tetrahydropyridine-1-carboxylic acid tert-butyl ester C(C)(C)(C)OC(=O)N1CC(C(=CC1)C=1N=NC(=CC1C)N)C